N6-(2-(3,5-dimethoxyphenyl)-2-(2-methylphenyl)ethyl)adenosine COC=1C=C(C=C(C1)OC)C(CNC=1C=2N=CN([C@H]3[C@H](O)[C@H](O)[C@@H](CO)O3)C2N=CN1)C1=C(C=CC=C1)C